C(C)(C)(C)C1=CC=C(C=C1)C=1C(=CC=C(C1)[Si](C)(C)C)N 4'-(tert-butyl)-5-(trimethylsilyl)-[1,1'-biphenyl]-2-amine